4-((1R,3r,5S,6r)-6-(1-isopropyl-3-(5-(trifluoromethyl)pyridin-3-yl)-1H-pyrazol-5-yl)bicyclo[3.1.0]hexane-3-yl)-2,2-dimethylmorpholine C(C)(C)N1N=C(C=C1C1[C@H]2CC(C[C@@H]12)N1CC(OCC1)(C)C)C=1C=NC=C(C1)C(F)(F)F